trans-9-Octadecenoic acid, trimethylsilyl ester C(CCCCCCC\C=C\CCCCCCCC)(=O)O[Si](C)(C)C